2,4-diphenyl-6-(4-(4,4,5,5-tetramethyl-1,3,2-dioxaborolane-2-yl)phenyl)pyrimidine C1(=CC=CC=C1)C1=NC(=CC(=N1)C1=CC=CC=C1)C1=CC=C(C=C1)B1OC(C(O1)(C)C)(C)C